cis-N-[8-Chloro-6-(4-methylisothiazol-5-yl)cinnolin-3-yl]-2-fluoro-cyclopropanecarboxamide ClC=1C=C(C=C2C=C(N=NC12)NC(=O)[C@H]1[C@H](C1)F)C1=C(C=NS1)C